acetic acid (E)-6,10-dimethylundec-5,9-dien-2-yl ester C\C(=C/CCC(C)OC(C)=O)\CCC=C(C)C